8-[(5-Bromopentyl)oxy]-2-hydroxy-7-methoxy-10-{[2-(trimethylsilyl)ethoxy]methyl}-2,3-dihydro-1H-pyrrolo[2,1-c][1,4]benzodiazepin-5,11(10H,11aH)-dione BrCCCCCOC1=CC2=C(C(N3C(C(N2COCC[Si](C)(C)C)=O)CC(C3)O)=O)C=C1OC